C(C)(=O)N(N(C(=O)C1=CC=2C3=C(C(=NC2C=C1)N)C=NN3C)CC3=C(C=C(C=C3)Br)F)C N'-acetyl-4-amino-N-(4-bromo-2-fluorobenzyl)-N',1-dimethyl-1H-pyrazolo[4,3-c]quinoline-8-carbohydrazide